5-(2-(1,3-dimethyl-1H-pyrazol-4-yl)phenyl)-3-methylenedihydrofuran-2(3H)-one CN1N=C(C(=C1)C1=C(C=CC=C1)C1CC(C(O1)=O)=C)C